Mono-tetradecylphosphoric acid disodium salt [Na+].[Na+].C(CCCCCCCCCCCCC)OP([O-])([O-])=O